4-(2-fluoroethyl)aniline FCCC1=CC=C(N)C=C1